2,6-di-tert-butylphenyl disulfide C(C)(C)(C)C1=C(C(=CC=C1)C(C)(C)C)SSC1=C(C=CC=C1C(C)(C)C)C(C)(C)C